methyl-2-(4-((4-((5-cyclopentyl-1H-pyrazol-3-yl)amino)pyrimidin-2-yl)(methyl)amino)cyclohexyl)acetic acid CC(C(=O)O)C1CCC(CC1)N(C)C1=NC=CC(=N1)NC1=NNC(=C1)C1CCCC1